(S)-6-bromo-3-fluoro-8-(phenyl-(tetrahydro-2H-pyran-4-yl)methyl)-8H-thieno[3',2':4,5]pyrrolo[3,2-b]pyridine-2-carboxylic acid methyl ester COC(=O)C1=C(C2=C(N(C=3C2=NC=C(C3)Br)[C@@H](C3CCOCC3)C3=CC=CC=C3)S1)F